Isononylacetate C(CCCCCC(C)C)OC(C)=O